COC1=CC=2N(C=C1)C(=CN2)C2=NC=NC(=C2)SC 7-methoxy-3-(6-methylsulfanyl-pyrimidin-4-yl)-imidazo[1,2-a]pyridine